9-(2-(neopentylamino)ethyl)-9H-purin-6-amine C(C(C)(C)C)NCCN1C2=NC=NC(=C2N=C1)N